4-(2,3-Dimethylbutan-2-yl)2,6-dimethylphenol CC(C)(C(C)C)C1=CC(=C(C(=C1)C)O)C